1-amino-5-chloro-4-[(2-hydroxyethyl)amino]-2-nitrobenzene NC1=C(C=C(C(=C1)Cl)NCCO)[N+](=O)[O-]